N[13C@@H](CC(C)C)C(=O)O L-leucine-13C